COC=1C=C(C=CC1OC)C=CC(C=C)=O 5-(3,4-dimethoxyphenyl)-1,4-pentadien-3-one